FC1=C(C=C(C(=C1)OC)C=1N=NC(=CC1)N(C1CC(NC(C1)(C)C)(C)C)C)B(O)O (2-fluoro-4-methoxy-5-(6-(methyl-(2,2,6,6-tetramethylpiperidin-4-yl)amino)pyridazin-3-yl)phenyl)boronic acid